1-(6-chloropyridin-3-yl)-N-(thien-2-ylmethyl)methylamine ClC1=CC=C(C=N1)CNCC=1SC=CC1